3-(difluoromethyl)-1-methyl-N-(1,1,3-trimethyl-2,3-dihydro-1H-inden-4-yl)-1H-pyrazole-4-carboxamide FC(C1=NN(C=C1C(=O)NC1=C2C(CC(C2=CC=C1)(C)C)C)C)F